BrC=1C(=NN(C1C1=CC=CC=C1)C1=CC=CC=C1)OC(C(=O)O)C 2-(4-bromo-1,5-diphenyl-pyrazol-3-yl)oxypropanoic acid